COC([C@@H](C)OC1=NN(C(=C1)C1=CN=NC=C1)C1=NC=CN=C1)=O.ClC1=NC(=NC(=C1)Cl)C1CC(C1)=O 3-(4,6-Dichloropyrimidin-2-yl)cyclobutan-1-one methyl-(2R)-2-{[1-(pyrazin-2-yl)-5-(pyridazin-4-yl)-1H-pyrazol-3-yl]oxy}propanoate